FC=1C=C(C=CC1SC)C(=O)N (3-fluoro-4-(methylthio)phenyl)carboxamide